C(#N)C=1C=NN(C1C=1C=CC(=NC1)NC([C@H](C1CCC(CC1)C)NC(=O)C1=CC=NN1C)=O)C N-((S)-2-((5-(4-cyano-1-methyl-1H-pyrazol-5-yl)pyridin-2-yl)amino)-1-((1r,4S)-4-methylcyclohexyl)-2-oxoethyl)-1-methyl-1H-pyrazole-5-carboxamide